FC(C[C@H](C(=O)NC1=NC=CC(=C1)C1=C(C2=NC(=CC(=C2N1)C(C)(C)O)F)C1=NC=CC=C1)C1=CC=C(C=C1)F)F (2S)-4,4-difluoro-N-{4-[5-fluoro-7-(2-hydroxypropan-2-yl)-3-(pyridin-2-yl)-1H-pyrrolo[3,2-b]pyridin-2-yl]pyridin-2-yl}-2-(4-fluorophenyl)butanamide